(S)-3-(3-(4-hydroxy-1-methyl-2-oxo-1,2-dihydropyridin-3-yl)ureido)-3-(4-phenylthiophen-2-yl)propionic acid OC1=C(C(N(C=C1)C)=O)NC(N[C@@H](CC(=O)O)C=1SC=C(C1)C1=CC=CC=C1)=O